ClC=1C=C(C=CC1Cl)C(=O)N1CC=2C(=NN3C2C=2C(CCC3)=CON2)CC1 (3,4-Dichlorophenyl)(5,6,9,10-tetrahydro-4H-[1,2]oxazolo[3,4-c]pyrido[4',3':3,4]pyrazolo-[1,5-a]azepin-11(12H)-yl)methanone